(3-cyano-4-fluorophenyl)-5-(2-((trans-3-hydroxycyclobutyl)amino)-2-oxoacetyl)-1,2,4-trimethyl-1H-pyrrole-3-carboxamide C(#N)C=1C=C(C=CC1F)NC(=O)C1=C(N(C(=C1C)C(C(=O)N[C@@H]1C[C@H](C1)O)=O)C)C